(7-Chloro-5-phenyl-[1,2,4]triazolo[4,3-a]quinolin-1-yl)-N,N-dimethylethan-1-amine ClC=1C=C2C(=CC=3N(C2=CC1)C(=NN3)C(C)N(C)C)C3=CC=CC=C3